ClC=1C(=C(C(=CC1)F)C1=C(C(=NN(C1=O)C)C)OC(C(C)C)=O)CCC1=CC2=C(N=NN2C)C=C1.C1=CC=CC=2C3=CC=CC=C3N(C12)C=1C=C(C=CC1)NC1=CC(=CC=C1)C=1SC2=C(N1)C=CC=C2 N-(3-(9H-carbazol-9-yl)phenyl)-3-(benzothiazol-2-yl)aniline [5-[3-chloro-6-fluoro-2-[2-(3-methylbenzotriazol-5-yl)ethyl]phenyl]-1,3-dimethyl-6-oxo-pyridazin-4-yl]2-methylpropanoate